(4-isopropylcyclohexyl)isopropyl fumarate C(\C=C\C(=O)[O-])(=O)OC(C)(C)C1CCC(CC1)C(C)C